isopropyl (3S)-3-(((S)-((((R)-1-(6-amino-9H-purin-9-yl)propan-2-yl)oxy)methyl)((1-isopropoxy-2-methyl-1-oxopropan-2-yl)amino)phosphoryl)amino)-4-methylpentanoate NC1=C2N=CN(C2=NC=N1)C[C@@H](C)OC[P@@](=O)(NC(C(=O)OC(C)C)(C)C)N[C@@H](CC(=O)OC(C)C)C(C)C